3-(5-(((R)-1-((R)-sec-butyl)piperidin-3-yl)oxy)-1-oxoisoindolin-2-yl)piperidine-2,6-dione [C@@H](C)(CC)N1C[C@@H](CCC1)OC=1C=C2CN(C(C2=CC1)=O)C1C(NC(CC1)=O)=O